N(=[N+]=[N-])CC1(CCN(CC1)C(=O)OC(C)(C)C)C#N tert-Butyl 4-(azidomethyl)-4-cyanopiperidine-1-carboxylate